OC1=CC(=C(C(=C1)OC)CC=CC1=CC=CC=C1)OC 1-(4-Hydroxy-2,6-dimethoxyphenyl)-3-phenylprop-2-en